2-((3-(4-chlorobenzyl)-1,2,4-oxadiazol-5-yl)methyl)acrylic acid ClC1=CC=C(CC2=NOC(=N2)CC(C(=O)O)=C)C=C1